(S)-2-(1-(4-amino-3-(2,3-difluoro-4-methoxyphenyl)-1H-pyrazolo[3,4-D]pyrimidin-1-yl)ethyl)-5-chloro-3-phenylquinazolin-4(3H)-one-D-malate salt C([C@H](O)CC(=O)O)(=O)O.NC1=C2C(=NC=N1)N(N=C2C2=C(C(=C(C=C2)OC)F)F)[C@@H](C)C2=NC1=CC=CC(=C1C(N2C2=CC=CC=C2)=O)Cl